6-methyl-5-nitro-1-(2-(trifluoromethyl)benzyl)isoquinoline CC=1C(=C2C=CN=C(C2=CC1)CC1=C(C=CC=C1)C(F)(F)F)[N+](=O)[O-]